6,7-dinitro-quinoxaline [N+](=O)([O-])C=1C=C2N=CC=NC2=CC1[N+](=O)[O-]